FC(C=1C=C(CNC(=O)C2=CC=C(C=C2)C2=C3C=C(NC3=CC=C2)C(=O)O)C=CC1)(F)F 4-(4-((3-(trifluoromethyl)benzyl)carbamoyl)phenyl)-1H-indole-2-carboxylic acid